C(C)C(CC(C(C(C(=O)[O-])(CC(CCC)(CC)C)CC(CCC)(CC)C)(O)C(=O)[O-])C(=O)[O-])(CCC)C Tri(2-ethyl-2-methyl-1-pentyl)citrat